1-((2R,3R,4R,5R)-3-((tert-butyldimethylsilyl)oxy)-5-(((tert-butyldimethylsilyl)oxy)methyl)-4-(chloromethoxy)tetrahydrofuran-2-yl)pyrimidine [Si](C)(C)(C(C)(C)C)O[C@H]1[C@@H](O[C@@H]([C@H]1OCCl)CO[Si](C)(C)C(C)(C)C)N1CN=CC=C1